5-chloro-3-((4-(1,1-difluoroethyl)-1-((4,6-dimethyl-2-oxo-1,2-dihydropyridin-3-yl)methyl)-6-oxo-1,6-dihydropyrimidin-5-yl)oxy)-2-fluorobenzonitrile ClC=1C=C(C(=C(C#N)C1)F)OC1=C(N=CN(C1=O)CC=1C(NC(=CC1C)C)=O)C(C)(F)F